OC(=O)C(F)(F)F.COC1=CC(=NC=C1)N1CCNCC1 1-(4-methoxypyridin-2-yl)piperazine TFA salt